CN(C1CN(CC1)C#N)C=1SC(=CN1)C1=CC=CC=C1 3-(methyl-(5-phenylthiazol-2-yl)amino)pyrrolidine-1-carbonitrile